3-Bromo-N-(4-(3-fluoropyridin-4-yl)phenyl)-1-methyl-1H-1,2,4-triazol-5-amine BrC1=NN(C(=N1)NC1=CC=C(C=C1)C1=C(C=NC=C1)F)C